COC1=CC=CC2=C1C(=NO2)NS(=O)(=O)C2=CC=1CCCCC1C=C2 N-(4-methoxybenzo[d]isoxazol-3-yl)-5,6,7,8-tetrahydro-naphthalene-2-sulfonamide